N1N=CC(=C1)NC1=C2CN(CC2=CC=C1)C(=O)C1=C(C=C(C=C1O)O)OCC1=CC=CC=C1 (4-((1H-Pyrazol-4-yl)amino)isoindolin-2-yl)(2-(benzyloxy)-4,6-dihydroxyphenyl)methanone